C1(CC1)COC1=CC=CC=2C(=NOC21)NS(=O)(=O)C2=C(C=CC(=C2)CC)OC N-(7-(Cyclopropylmethoxy)benzo[d]isoxazol-3-yl)-5-ethyl-2-methoxybenzenesulfonamide